2-Decanone CC(CCCCCCCC)=O